C1(CCCCC1)CS(=O)(=O)N1CCC(CC1)CC1=CC=2N(C=C1)N=CC2N2C(N(C(CC2)=O)CC2=C(C=C(C=C2)OC)OC)=O 1-(5-((1-((cyclohexylmethyl)sulfonyl)piperidin-4-yl)methyl)pyrazolo[1,5-a]pyridin-3-yl)-3-(2,4-dimethoxybenzyl)dihydropyrimidine-2,4(1H,3H)-dione